tetrahydrobenzo[d]thiazole C1C=CC=C2C1NCS2